FC1=C(C=CC=C1)N(C(CCCCCNC(=O)NCC1=CC=NC=C1)=O)C N-(2-fluorophenyl)-N-methyl-6-(3-(pyridin-4-ylmethyl)ureido)hex-anamide